ClC=1C=C(C=CC1Cl)C=1N=C(SC1CC(C)C)N1CC(N(CC1)C(=O)OC(C)C)C(=O)OC 1-isopropyl 2-methyl 4-(4-(3,4-dichlorophenyl)-5-isobutylthiazol-2-yl)piperazine-1,2-dicarboxylate